3-fluoro-4-(2-(4-methyloxazol-2-yl)-6,9-dioxo-5-(4-(trifluoromethyl)benzyl)-5,8-diazaspiro[3.5]nonan-8-yl)benzonitrile FC=1C=C(C#N)C=CC1N1CC(N(C2(CC(C2)C=2OC=C(N2)C)C1=O)CC1=CC=C(C=C1)C(F)(F)F)=O